4-[6-amino-2-(4-hydroxyphenyl)-9H-purin-9-yl]-N-(3-methoxyphenyl)cyclohexanecarboxamide NC1=C2N=CN(C2=NC(=N1)C1=CC=C(C=C1)O)C1CCC(CC1)C(=O)NC1=CC(=CC=C1)OC